C(C1=CC=CC=C1)(C1=CC=CC=C1)(C1=CC=CC=C1)SCC(=O)O S-trityl-2-mercaptoacetic acid